4-(2-(2,4-difluorophenoxy)-5-(2-hydroxypropan-2-yl)phenyl)-6-methyl-7-oxo-6,7-dihydrothieno[2,3-c]pyridine-2-carboxylic acid FC1=C(OC2=C(C=C(C=C2)C(C)(C)O)C=2C3=C(C(N(C2)C)=O)SC(=C3)C(=O)O)C=CC(=C1)F